P(=O)(OCCOC(C(=C)C)=O)(OCCOC(C(=C)C)=O)O bis(methacryloxyethyl) hydrogen phosphate